3-(8-benzyl-2-(furan-2-ylmethyl)-3-oxo-3,7-dihydroimidazo[1,2-a]pyrazin-6-yl)benzoic acid tert-butyl ester C(C)(C)(C)OC(C1=CC(=CC=C1)C=1NC(=C2N(C1)C(C(=N2)CC=2OC=CC2)=O)CC2=CC=CC=C2)=O